(3R)-HYDROXYBUTYL (3R)-HYDROXYBUTANOATE OC(C(=O)OCCCCO)CC